C(C)(C)(C)C1=CC2=C(SC=C2NC2=CC=C(C=C2)C(C)(C)C)C=C1 5-tert-butyl-N-(4-tert-butylphenyl)benzo[b]thiophen-3-amine